4,4'-(2-chloropyrimidine-4,6-diyl)dimorpholine ClC1=NC(=CC(=N1)N1CCOCC1)N1CCOCC1